ClC=1C=C(C=CC1F)C(C=1N(C(=C(N1)S(=O)(=O)C)I)COCC[Si](C)(C)C)C1=CC(=C(C=C1)F)Cl 2-[bis(3-chloro-4-fluorophenyl)methyl]-5-iodo-4-methanesulfonyl-1-{[2-(trimethylsilyl)ethoxy]methyl}-1H-imidazole